FC1=C(C=C(C=C1)NC(=O)C1=C(N(C(=C1C)C(C(=O)N[C@@]1(C[C@H](CC1)O)C)=O)C)C)C N-(4-fluoro-3-methylphenyl)-5-(2-(((1S,3S)-3-hydroxy-1-methylcyclopentyl)amino)-2-oxoacetyl)-1,2,4-trimethyl-1H-pyrrole-3-carboxamide